COC=1C=C(C[C@@H]2[C@H](C(OC2)=O)CC2=CC(=C(O[C@H]3OC[C@@H]([C@@H]([C@@H]3CC(=O)[O-])CC(=O)[O-])CC(=O)[O-])C=C2)OC)C=CC1OC (2R,3S,4S,5R)-2-(4-(((3R,4R)-4-(3,4-dimethoxybenzyl)-2-Oxotetrahydrofuran-3-yl)methyl)-2-methoxyphenoxy)tetrahydro-2H-pyran-3,4,5-triyltriacetate